C(C)(C)(C)OC(=O)N1CCC(CC1)NC=1C=NC(=C(C1C)F)S(NC1=NC(=CC=C1)F)(=O)=O 4-((5-fluoro-6-(N-(6-fluoropyridin-2-yl)sulfamoyl)-4-methylpyridin-3-yl)amino)piperidine-1-carboxylic acid tert-butyl ester